4-[(4-fluorophenyl)(3-methoxyphenyl)methyl]piperidine trifluoroacetate salt FC(C(=O)O)(F)F.FC1=CC=C(C=C1)C(C1CCNCC1)C1=CC(=CC=C1)OC